C1(CC1)CN1C=CC=2C(=NC(=CC21)NC=2SC(=CN2)C)C=2CCN(CC2)C(C=C)=O 1-(4-(1-(cyclopropylmethyl)-6-((5-methylthiazol-2-yl)amino)-1H-pyrrolo[3,2-c]pyridin-4-yl)-3,6-dihydropyridin-1(2H)-yl)prop-2-en-1-one